(2S,4R)-1-[(2S)-3,3-dimethyl-2-[4-(1-methyl-1-pyrrol-1-yl-ethyl)triazol-1-yl]butanoyl]-4-hydroxy-N-methyl-pyrrolidine-2-carboxamide CC([C@@H](C(=O)N1[C@@H](C[C@H](C1)O)C(=O)NC)N1N=NC(=C1)C(C)(N1C=CC=C1)C)(C)C